2-fluoro-4-(3-methyl-1,2,4-oxadiazol-5-yl)benzoic acid FC1=C(C(=O)O)C=CC(=C1)C1=NC(=NO1)C